CSC1=NN2C(NC(=CC2C2=CC=CC=C2)C2=CC=CC=C2)=N1 2-methylsulfanyl-5,7-diphenyl-4,7-dihydro-(1,2,4)triazolo(1,5-a)pyrimidine